3-epoxypropylbutyl ether C(CC)OC(C1CO1)C